Ethyl 4-(2-chlorophenyl)-4,4-difluoro-3-oxobutanoate ClC1=C(C=CC=C1)C(C(CC(=O)OCC)=O)(F)F